Cl.Cl.N1=C(N=CC=C1)C=1C=C(C=NC1)N 5-(pyrimidin-2-yl)pyridin-3-amine dihydrochloride